N-(iso-butoxymethyl)-methacrylamide C(C(C)C)OCNC(C(=C)C)=O